di(methyl)n-propyl-(methoxy)silane C[Si](OC)(CCC)C